(4-(6-Methyl-3-(7-(pyridin-4-yl)quinolin-4-yl)imidazo[1,2-b]pyridazin-7-yl)phenyl)(4-methylpiperazin-1-yl)methanone CC=1C(=CC=2N(N1)C(=CN2)C2=CC=NC1=CC(=CC=C21)C2=CC=NC=C2)C2=CC=C(C=C2)C(=O)N2CCN(CC2)C